peroxy-n-butyric acid C(CCC)(=O)OO